C(#N)C1=CC(=C(COC2=CC=CC(=N2)OC2=CC(=C(C=C2F)CC(=O)O)F)C=C1)F 2-(4-((6-((4-cyano-2-fluorobenzyl)oxy)pyridin-2-yl)oxy)-2,5-difluorophenyl)acetic acid